ethyl 5-(3-fluorophenyl)-1,3,4-thiadiazole-2-carboxylate FC=1C=C(C=CC1)C1=NN=C(S1)C(=O)OCC